(R)-3-methyl-2-oxopiperazine C[C@@H]1C(NCCN1)=O